The molecule is a ubiquinol in which the polyprenyl substituent is nonaprenyl. It has a role as a mammalian metabolite. It is an ubiquinol and a polyprenylhydroquinone. CC1=C(C(=C(C(=C1O)OC)OC)O)C/C=C(\\C)/CC/C=C(\\C)/CC/C=C(\\C)/CC/C=C(\\C)/CC/C=C(\\C)/CC/C=C(\\C)/CC/C=C(\\C)/CC/C=C(\\C)/CCC=C(C)C